5-(4-chloro-5-fluoro-1H-indole-2-carbonyl)-N-[(2R)-1,1-difluoropropan-2-yl]-4H,5H,6H,7H-[1,2]oxazolo[4,3-c]pyridine-3-carboxamide ClC1=C2C=C(NC2=CC=C1F)C(=O)N1CC=2C(CC1)=NOC2C(=O)N[C@@H](C(F)F)C